2-methyl-N-(2-methyl-phenyl)-5-vinyl-4,5-dihydrofuran-3-formamide CC=1OC(CC1C(=O)NC1=C(C=CC=C1)C)C=C